4-diphenylacetyl-N-methylpiperidine C1(=CC=CC=C1)C(C(=O)C1CCN(CC1)C)C1=CC=CC=C1